(R)-6-((4-hydroxy-1-(3-phenylbutyryl)piperidin-4-yl)methyl)-3-(indolin-5-yl)-2-methyl-2,6-dihydro-7H-pyrazolo[4,3-d]pyrimidin-7-one OC1(CCN(CC1)C(C[C@@H](C)C1=CC=CC=C1)=O)CN1C=NC=2C(C1=O)=NN(C2C=2C=C1CCNC1=CC2)C